1-(6-(4,4-Difluorocyclohex-1-en-1-yl)-4-((2R,3S)-2-methyl-3-((methylsulfonyl)methyl)azetidin-1-yl)pyridin-2-yl)-6-(4-methoxypyridin-3-yl)-4-methyl-1H-pyrazolo[4,3-c]pyridine FC1(CC=C(CC1)C1=CC(=CC(=N1)N1N=CC=2C(=NC(=CC21)C=2C=NC=CC2OC)C)N2[C@@H]([C@H](C2)CS(=O)(=O)C)C)F